C(C)(CC)C=C(C(=O)O)C.C(C)(CC)OC(C(=C)C)=O.OCCC=1C=C(C=CC1)S(=O)(=O)N(CC1=CC=C(C=C1)OC)CC1=CC=C(C=C1)OC 3-(2-hydroxyethyl)-N,N-bis(4-methoxybenzyl)benzenesulfonamide sec-Butyl-methacrylate (sec-butyl-methacrylate)